7-methylbenzofuran-3-carboxylic acid CC1=CC=CC=2C(=COC21)C(=O)O